ClC1=C(C=C(C=C1)Cl)C1OP(OCC1)=S 4-(2,5-dichlorophenyl)-1,3,2-dioxaphosphorinane 2-sulfide